C1(CC1)C1=NC(=CC=C1O[C@@H]1C[C@H](CCC1)C(=O)O)C=1N=NN(C1COC(=O)N(C)C1C(C1)(F)F)C (1S,3S)-3-((2-cyclopropyl-6-(5-((((2,2-difluorocyclopropyl)(methyl)aminocarbonyl)oxy)methyl)-1-Methyl-1H-1,2,3-triazol-4-yl)pyridin-3-yl)oxy)cyclohexane-1-carboxylic acid